BrC1=C(C=CC(=C1F)[N+](=O)[O-])OC 2-Bromo-3-fluoro-1-methoxy-4-nitro-benzene